OC1=C(C(=O)OCCCCCCOC2=CC=CC=C2)C=C(C=C1)O phenoxylhexyl 2,5-dihydroxybenzoate